dihexyltin distearate C(CCCCCCCCCCCCCCCCC)(=O)[O-].C(CCCCCCCCCCCCCCCCC)(=O)[O-].C(CCCCC)[Sn+2]CCCCCC